C(N)(O)=O.C(N)(O)=O.C1(=CC=CC=C1)C1CCCCC1.C1(=CC=CC=C1)C1CCCCC1 bis-(phenylcyclohexane) dicarbamate